[Cu+2].N1[C@@H](C[C@@H](O)C1)C(=O)O L-hydroxyproline copper (II)